C1(CCC1)\C(=C(/C=1C=C2C(=NNC2=CC1)F)\C1=CC=C(C=C1)/C=C/C(=O)O)\C1=CC=CC=C1 (E)-3-(4-((E)-2-cyclobutyl-1-(3-fluoro-1H-indazol-5-yl)-2-phenylvinyl)phenyl)acrylic acid